5-(4-((2-(2,2-difluoro-2-(methylamino)acetamido)pyridin-4-yl)methyl)piperazin-1-yl)-N,6-dimethylpicolinamide FC(C(=O)NC1=NC=CC(=C1)CN1CCN(CC1)C=1C=CC(=NC1C)C(=O)NC)(NC)F